[C-]1(C=CC=C1)B(O)OBO.[CH-]1C=CC=C1.[Fe+2] ferrocenyldiboronic acid